[Zn].ClC(C(N(C)C)Cl)N(C)C dichloro(N,N,N',N'-tetramethyl-ethylenediamine) zinc salt